C(CCC)[Si](OC(C)C)(OC(C)C)OC(C)C n-butyltri(i-propoxy)silane